COCCN1CCN(CC1)CC1=CC=C2C(NC(=NC2=C1)C1=CC=CC=C1)=O 7-{[4-(2-methoxyethyl)piperazin-1-yl]methyl}-2-phenyl-3,4-dihydroquinazolin-4-one